CCCNCCC[Si](OCC)(OCC)OCC (3-propylamino)propyltriethoxysilane